C1(CC1)COC1=C(C=C(C=C1)\C=N\[S@@](=O)C(C)(C)C)OC (NE,S)-N-[[4-(cyclopropylmethoxy)-3-methoxy-phenyl]methylene]-2-methyl-propane-2-sulfinamide